(R)-N-(3-cyclopropyl-1H-pyrazol-5-yl)-1-(3-(difluoromethyl)phenyl)-5-oxopyrrolidine-3-carboxamide C1(CC1)C1=NNC(=C1)NC(=O)[C@H]1CN(C(C1)=O)C1=CC(=CC=C1)C(F)F